Ethyl (3S)-3-(1,4-dimethyl-1H-benzotriazol-5-yl)-3-(7-{[(2R,5S)-2-ethyl-5-methyl-2,3-dihydropyrido[2,3-f][1,4]oxazepin-4(5H)-yl]methyl}-1-benzothiophen-5-yl)propanoate CN1N=NC2=C1C=CC(=C2C)[C@@H](CC(=O)OCC)C=2C=C(C1=C(C=CS1)C2)CN2C[C@H](OC1=C([C@@H]2C)N=CC=C1)CC